2,5-dipyridyl-3-carboxymethyl-4-methyl-pyrrole N1=C(C=CC=C1)C=1NC(=C(C1CC(=O)O)C)C1=NC=CC=C1